(2R)-2-(2-(3-(2-(2-(2-(2-aminoethoxy)ethoxy)ethoxy)ethoxy)phenyl)-2-phenylacetamido)-N-(4-hydroxybenzyl)-5-((Z)-2-((2-propionamidoethyl)carbamoyl)-guanidino)pentanamide NCCOCCOCCOCCOC=1C=C(C=CC1)C(C(=O)N[C@@H](C(=O)NCC1=CC=C(C=C1)O)CCCN\C(=N/C(NCCNC(CC)=O)=O)\N)C1=CC=CC=C1